Ethyl 4-((cis-3-Cyanocyclobutyl)amino)-2-(methylthio)pyrimidine-5-carboxylate C(#N)[C@H]1C[C@H](C1)NC1=NC(=NC=C1C(=O)OCC)SC